C([C@H]([C@H]([C@@H]([C@H](C(C(=O)[O-])O)O)O)O)O)O.[Na+] glucoheptonate